1-(3-bromophenyl)-3-methyl-1H-pyrazol-5(4H)-one BrC=1C=C(C=CC1)N1N=C(CC1=O)C